4-(ethoxycarbonyl)-3,5-difluoro-2-(4-fluorophenyl)pyridine 1-oxide C(C)OC(=O)C1=C(C(=[N+](C=C1F)[O-])C1=CC=C(C=C1)F)F